F[C@@H]1C[C@H](N(C1)C(CC1=NNC2=CC=CC=C12)=O)C(=O)N[C@H](C1=CC=CC=C1)C1=NC(=C(C=C1)C1(CC1)C)F (2S,4R)-4-fluoro-N-[(R)-[6-fluoro-5-(1-methylcyclopropyl)pyridin-2-yl](phenyl)methyl]-1-[2-(1H-indazol-3-yl)acetyl]pyrrolidine-2-carboxamide